{3-[(3S,4S)-4-amino-3-methyl-2-oxa-8-azaspiro[4.5]decan-8-yl]-6-[(3-chloro-2-methoxypyridin-4-yl)sulfanyl]-5-methylpyrazin-2-yl}methanol N[C@@H]1[C@@H](OCC12CCN(CC2)C=2C(=NC(=C(N2)C)SC2=C(C(=NC=C2)OC)Cl)CO)C